CN1N=CC(=C1)C=1C=NN2C1C=C(C=C2)C2=CNC1=NC=C(C=C12)C(=O)NC=1C=NN(C1)C1CCNCC1 3-(3-(1-methyl-1H-pyrazol-4-yl)pyrazolo[1,5-a]pyridin-5-yl)-N-(1-(piperidin-4-yl)-1H-pyrazol-4-yl)-1H-pyrrolo[2,3-b]pyridine-5-carboxamide